N-(3-bromo-4-fluorophenyl)-N'-hydroxyl-4-((2-(morpholinylsulfamoyl)ethyl)-amino)-1,2,5-oxadiazol-3-formamidine BrC=1C=C(C=CC1F)NC(=NO)C1=NON=C1NCCS(NN1CCOCC1)(=O)=O